N[C@H](CCCN)C(=O)O D-Ornithin